2-(2,6-Dioxopiperidin-3-yl)-4-[2-(2-hydroxy-ethoxy)-ethylamino]-isoindole-1,3-dione O=C1NC(CCC1N1C(C2=CC=CC(=C2C1=O)NCCOCCO)=O)=O